2-amino-3-(4-carbamoylphenyl)propanoic acid NC(C(=O)O)CC1=CC=C(C=C1)C(N)=O